CC1=CC(=C(C=C1N=NC2=CC(=C(C=C2)OC)S(=O)(=O)[O-])OC)N The molecule is an organosulfonate oxoanion obtained by deprotonation of the sulfo group of 5-[(4-amino-5-methoxy-2-methylphenyl)diazenyl]-2-methoxybenzene-1-sulfonic acid. It is a conjugate base of a Sirius scarlet GG (acid form).